FC(C=1C=C(C=CC1)C1=CC=C(C=C1)C=O)(F)F 3'-(trifluoromethyl)-[1,1'-biphenyl]-4-carbaldehyde